C(#N)C1=C(C=C(C=C1N1CCC(CC1)(F)F)C)NC(C1=C(C=C(C=C1)I)N1CCC2(CC2)CC1)=O N-(2-cyano-3-(4,4-difluoropiperidin-1-yl)-5-methylphenyl)-4-iodo-2-(6-azaspiro[2.5]oct-6-yl)benzamide